2-phenyl-N-(4-(4,4,5,5-tetramethyl-1,3,2-dioxaborolan-2-yl)phenyl)acetamide C1(=CC=CC=C1)CC(=O)NC1=CC=C(C=C1)B1OC(C(O1)(C)C)(C)C